ClC1=NC=NC(=C1[N+](=O)[O-])N1CCC(CC1)OC 4-chloro-6-(4-methoxypiperidin-1-yl)-5-nitropyrimidine